2-(2-naphthyl)-N,N-dimethylaminosulfonylethane C1=C(C=CC2=CC=CC=C12)CCS(=O)(=O)N(C)C